methylenphenylisocyanat C=C1C(C=CC=C1)N=C=O